COC(=O)C1=CC=C2CN(C(NC2=C1)=O)C 3-methyl-2-oxo-1,2,3,4-tetrahydroquinazoline-7-carboxylic acid methyl ester